[Co].[Si] Silicon-Cobalt